FC(OC1=CC=C(C=C1)NN=C(C#N)C#N)(F)F carbonylcyanide-4-trifluoromethoxyphenylhydrazone